8-amino-4,4-dimethyl-N-[4-(morpholin-4-ylcarbonyl)phenyl]-4,5-dihydro-1H-pyrazolo[4,3-H]quinazoline-3-carboxamide NC1=NC=2C3=C(C(CC2C=N1)(C)C)C(=NN3)C(=O)NC3=CC=C(C=C3)C(=O)N3CCOCC3